5-(4-Methoxy-3-{[(1S)-1-(piperidin-4-yl)ethyl]amino}phenyl)-1,3,4-oxadiazol-2(3H)-one COC1=C(C=C(C=C1)C1=NNC(O1)=O)N[C@@H](C)C1CCNCC1